FC1(CCN(CC1)CC1=C(C=C(C=C1)[C@H](C)NC=1N=CC2=C(N1)N(C(C=C2)=O)CC(C)(C)C)F)F 2-{[(1S)-1-{4-[(4,4-difluoropiperidin-1-yl)methyl]-3-fluorophenyl}ethyl]amino}-8-(2,2-dimethylpropyl)pyrido[2,3-d]pyrimidin-7(8H)-one